5-[4-amino-5-(trifluoromethyl)pyrrolo[2,1-f][1,2,4]triazin-7-yl]-N-[(3R,4S)-1-(butane-1-sulfonyl)-4-fluoropyrrolidin-3-yl]-2-methoxypyridine-3-carboxamide NC1=NC=NN2C1=C(C=C2C=2C=C(C(=NC2)OC)C(=O)N[C@@H]2CN(C[C@@H]2F)S(=O)(=O)CCCC)C(F)(F)F